2-(6-(benzylsulfinyl)-8-chloro-1-iodoindolizin-3-yl)-5-(difluoromethyl)-1,3,4-thiadiazole C(C1=CC=CC=C1)S(=O)C1=CN2C(=CC(=C2C(=C1)Cl)I)C=1SC(=NN1)C(F)F